O1CCN(CC1)C1=CC(=CC(=N1)C=1C=NC(=NC1)N)S(=O)(=O)C1=CC=CC=C1 5-(6-morpholino-4-(benzenesulfonyl)pyridin-2-yl)pyrimidin-2-amine